C1(=CC=CC=C1)C1=CSC=2N=C(N=C(C21)NCC2=CC=C(C=C2)S(=O)(=O)N)N2CCCCC2 4-(((5-Phenyl-2-(piperidin-1-yl)thieno[2,3-d]pyrimidin-4-yl)amino)methyl)-benzenesulfonamide